7-chloro-4-((2-(3-(5-(difluoromethyl)-6-oxo-1-(tetrahydro-2H-pyran-2-yl)-1,6-dihydropyridazin-4-yl)propyl)-2-azaspiro[3.3]heptan-6-yl)methyl)-2-methylisoindolin-1-one ClC=1C=CC(=C2CN(C(C12)=O)C)CC1CC2(CN(C2)CCCC=2C=NN(C(C2C(F)F)=O)C2OCCCC2)C1